ClC=1C=C(C=C(C1OC1=NNC(C2=CC=CC=C12)=O)Cl)N1C(NC(C(=C1)C(=O)O)=O)=O (3,5-dichloro-4-((4-oxo-3,4-dihydro-phthalazin-1-yl)oxy)phenyl)-2,4-dioxo-1,2,3,4-tetrahydropyrimidine-5-carboxylic acid